4-ethoxy-2-(3-(methylamino)pyrrolidin-1-yl)-N-(2-methylimidazo[1,2-a]pyridin-6-yl)pyrimidine-5-carboxamide formate C(=O)O.C(C)OC1=NC(=NC=C1C(=O)NC=1C=CC=2N(C1)C=C(N2)C)N2CC(CC2)NC